CC(C[C@@H](CC=O)NC1=NC(=NC=2CCCCC12)N1CC2(CN(C2)C(=O)OC(C)(C)C)CC1)C tert-butyl (S)-6-(4-((5-methyl-1-oxohexan-3-yl)amino)-5,6,7,8-tetrahydroquinazolin-2-yl)-2,6-diazaspiro[3.4]octane-2-carboxylate